1-(2,4-Dichloro-phenyl)-5-[4-(4-fluoro-but-1-ynyl)-phenyl]-4-methyl-1H-pyrazole-3-carboxylic acid morpholin-4-ylamide N1(CCOCC1)NC(=O)C1=NN(C(=C1C)C1=CC=C(C=C1)C#CCCF)C1=C(C=C(C=C1)Cl)Cl